COC(=O)C1=CN(C=C1)CC(C)(C)O 1-(2-hydroxy-2-methylpropyl)-1H-pyrrole-3-carboxylic acid methyl ester